C1N(CC12CNC2)CC=2SC1=C(N2)C(=C(N1)C=1C(=C(C=2N(C1)N=CN2)C)C)C(C)C 2-((2,6-diazaspiro[3.3]hept-2-yl)methyl)-5-(7,8-dimethyl-[1,2,4]triazolo[1,5-a]pyridin-6-yl)-6-isopropyl-4H-pyrrolo[3,2-d]thiazole